3-(3,5-dimethylphenyl)acrylketone (tertbutyl)3-methyl-5-(2-bromo-6-chloropyridin-4-yl)piperazine-1,3-dicarboxylate C(C)(C)(C)OC(=O)N1CC(NC(C1)C1=CC(=NC(=C1)Cl)Br)(C(=O)O)C.CC=1C=C(C=C(C1)C)C=CC(=O)C(=O)C(=O)C=CC1=CC(=CC(=C1)C)C